2,2'-azodi(isobutyronitrile) N(=NC(C#N)(C)C)C(C#N)(C)C